2-(5-((4-((4-(4-cyano-6-methylpyrimidin-2-yl)piperazin-1-yl)sulfonyl)phenyl)carbamoyl)-1H-1,2,4-triazol-1-yl)acetic acid C(#N)C1=NC(=NC(=C1)C)N1CCN(CC1)S(=O)(=O)C1=CC=C(C=C1)NC(=O)C1=NC=NN1CC(=O)O